7-(1-ethoxyvinyl)-1-methyl-2,3-dioxo-2,3-dihydropyrido[2,3-b]pyrazine C(C)OC(=C)C1=CC2=C(NC(C(N2C)=O)=O)N=C1